C1(=CC(=CC=C1)C1=NC(=NC=C1Cl)NC=1C=C(C=NC1)N1CC2(CC1=O)CCN(CC2)C(CCCCCCOC=2C=C1CN(C(C1=CC2)=O)C2C(NC(CC2)=O)=O)=O)C2=CC=CC=C2 3-(5-((7-(2-(5-((4-([1,1'-biphenyl]-3-yl)-5-chloropyrimidin-2-yl)amino)pyridin-3-yl)-3-oxo-2,8-diazaspiro[4.5]decan-8-yl)-7-oxoheptyl)oxy)-1-oxoisoindolin-2-yl)piperidine-2,6-dione